[Si](C)(C)(C(C)(C)C)OCC=1N=C(SC1S(=O)(=O)Cl)C(C)(C)O 4-[[(tert-butyldimethylsilyl)oxy]methyl]-2-(2-hydroxypropan-2-yl)-1,3-thiazole-5-sulfonyl chloride